(trans)-2-aminocyclohexanecarbonitrile N[C@H]1[C@@H](CCCC1)C#N